ClC=1C=C(C=CC1F)C(C(F)(F)F)NS(=O)C(C)(C)C N-(1-(3-chloro-4-fluorophenyl)-2,2,2-trifluoroethyl)-2-methylpropane-2-sulfinamide